C[Si](C1CCC(CC1)NC(C)=O)(C)C N-((1S,4S)-4-(trimethylsilyl)cyclohexyl)acetamide